OC1(CC=C(C=C1)C1=CC=CC=C1)C=O 4-hydroxy-1,1-biphenyl-4-formaldehyde